4-2-ethylbutyl ((S)-(((2R,3S,5R)-5-(6-amino-2-fluoro-9H-purin-9-yl)-2-ethynyl-3-hydroxytetrahydrofuran-2-yl)methoxy)(phenoxy) phosphoryl)-L-alaninate NC1=C2N=CN(C2=NC(=N1)F)[C@H]1C[C@@H]([C@@](O1)(C#C)CO[P@](=O)(OC1=CC=CC=C1)N[C@@H](C)C(=O)OCCCCCC)O